butyl α-methyldimethoxysilylpropionate C[Si](C(C(=O)OCCCC)C)(OC)OC